N[C@H](C)C(=O)N([S@](=O)C=1C=C(C=CC1)NC(C1=C(C=C(C=C1)C(F)(F)F)OC=1C(=NC(=CC1)F)C)=O)C N-(3-((R)-N-(D-alanyl)-S-methylaminosulfinyl)phenyl)-2-((6-fluoro-2-methylpyridin-3-yl)oxy)-4-(trifluoromethyl)benzamide